dioctadecylmethylammonium tetrakis(o-tolyl)borate C1(=C(C=CC=C1)[B-](C1=C(C=CC=C1)C)(C1=C(C=CC=C1)C)C1=C(C=CC=C1)C)C.C(CCCCCCCCCCCCCCCCC)[NH+](C)CCCCCCCCCCCCCCCCCC